(R)-N-(1-(4-(1-methyl-6-oxo-1,6-dihydropyrimidin-5-yl)phenyl)cyclopropyl)-5-phenyl-6,7-dihydro-5H-pyrrolo[1,2-b][1,2,4]triazole-2-carboxamide CN1C=NC=C(C1=O)C1=CC=C(C=C1)C1(CC1)NC(=O)C=1N=C2N(N1)[C@H](CC2)C2=CC=CC=C2